N-[(2-Amino-3-pyridyl)sulfonyl]-6-(3-fluoro-5-isobutoxyphenyl)-2-[(4R)-2,2,4-trimethylpyrrolidin-1-yl]pyridin-3-carboxamid NC1=NC=CC=C1S(=O)(=O)NC(=O)C=1C(=NC(=CC1)C1=CC(=CC(=C1)OCC(C)C)F)N1C(C[C@H](C1)C)(C)C